C(C)(=O)OCC=1N(C=C(C(C1C1=CC=C(C=C1)F)=O)C(NC1=CC(=C(C=C1)OC1=CC=NC2=CC(=C(N=C12)OC)OC)F)=O)CC(=O)OCC Ethyl 2-(2-(acetoxymethyl)-5-((4-((6,7-dimethoxy-1,5-naphthyridin-4-yl)oxy)-3-fluorophenyl)carbamoyl)-3-(4-fluorophenyl)-4-oxopyridin-1(4H)-yl)acetate